Fluoro-4'-Chloromethyl-Cytidine Triphosphate P(O)(=O)(OP(=O)(O)OP(=O)(O)O)OC[C@@]1([C@H]([C@H]([C@@](O1)(N1C(=O)N=C(N)C=C1)F)O)O)CCl